1-(3-fluoro-4-(piperazin-1-yl)phenyl)nonan-1-one FC=1C=C(C=CC1N1CCNCC1)C(CCCCCCCC)=O